2-(3-Oxa-7,9-diazabicyclo[3.3.1]nonan-7-yl)-5-(7-chloro-2-methylbenzo[d]thiazol-6-yl)-3-methyl-3,7-dihydro-4H-pyrrolo[2,3-d]pyrimidin-4-one C12COCC(CN(C1)C=1N(C(C3=C(N1)NC=C3C3=C(C1=C(N=C(S1)C)C=C3)Cl)=O)C)N2